BrC=1C(=NC2=CC=CC=C2N1)C=1C=NN(C1)C1CCNCC1 bromo-2-(1-(piperidin-4-yl)-1H-pyrazol-4-yl)quinoxaline